C(#N)C1=CC=C2C(N(C(=NC2=C1)[C@H](CC1=CC(=CC(=C1)F)F)NC(OC(C)(C)C)=O)C=1C=NC(=CC1)C(C)C)=O tert-butyl (S)-(1-(7-cyano-3-(6-isopropylpyridin-3-yl)-4-oxo-3,4-dihydroquinazolin-2-yl)-2-(3,5-difluorophenyl)ethyl)carbamate